C[C@H]1CN(C[C@H](N1)C)[C@H](COC1=C(C=C(C=C1)N1C(N(C(C1(C)C)=O)C1=CC(=C(C#N)C=C1)C(F)(F)F)=S)CC)C 4-(3-(4-((S)-2-((3S,5R)-3,5-dimethylpiperazin-1-yl)propoxy)-3-ethylphenyl)-4,4-dimethyl-5-oxo-2-thioxoimidazolidin-1-yl)-2-(trifluoromethyl)benzonitrile